C(=O)(OC(C)(C)C)NCCN N-Boc-1,2-ethylenediamine